methyl 4-methoxy-5-(morpholin-4-yl)-1H-pyrazolo[3,4-c]pyridine-7-carboxylate COC1=C2C(=C(N=C1N1CCOCC1)C(=O)OC)NN=C2